BrC1=CC(=CC(=N1)N1C(COC[C@@H]1CC)=O)C1(CCOCC1)S(=O)(=O)C (S)-4-(6-bromo-4-(4-(methylsulfonyl)tetrahydro-2H-pyran-4-yl)pyridin-2-yl)-5-ethylmorpholin-3-one